N1C(=O)N=C(N)CC1 5,6-dihydrocytosine